C(CCCCCCCCCCC)OC(CCN)=O lauryl-β-aminopropionate